8-(2,4-difluorophenyl)-5-(4-(trifluoromethyl)benzyl)-2,5,8-triazaspiro[3.5]nonane-6,9-dione FC1=C(C=CC(=C1)F)N1CC(N(C2(CNC2)C1=O)CC1=CC=C(C=C1)C(F)(F)F)=O